2-(4-amino-2-ethoxyphenyl)-isoindole NC1=CC(=C(C=C1)N1C=C2C=CC=CC2=C1)OCC